(4-(3-aminobicyclo[1.1.1]pentan-1-yl)piperazin-1-yl)(4H-thieno[3,2-c]thiochromen-2-yl)methanone NC12CC(C1)(C2)N2CCN(CC2)C(=O)C2=CC=1CSC=3C=CC=CC3C1S2